O1COCC2C1C(CCO2)OC(CCCCCCCCCCCCCCC)=O.C2(=CC=CC=C2)P(CCC[Si](OCC)(OCC)OCC)C2=CC=CC=C2 3-(DIPHENYLPHOSPHINO)PROPYLTRIETHOXYSILANE hexahydropyrano[3,2-d][1,3]dioxin-8-yl-palmitate